CC=1N=C(N2N=C(C=C(C21)C2=CC=NN2C)N2CC1CCC(C2)O1)C1=CC=NN1C1OCCCC1 3-[5-methyl-4-(1-methyl-1H-pyrazol-5-yl)-7-[1-(oxan-2-yl)-1H-pyrazol-5-yl]imidazo[1,5-b]pyridazin-2-yl]-8-oxa-3-azabicyclo[3.2.1]octane